ClC=1C=C(C=CC1)[C@@H](C)NC1=NC(=NC2=CC3=C(C=C12)OCCO3)C (R)-N-(1-(3-chlorophenyl)ethyl)-2-methyl-7,8-dihydro-[1,4]dioxino[2,3-g]quinazolin-4-amine